[N+](=O)([O-])C1=CC2=C(N(C=N2)CC(F)(F)F)C=C1 5-nitro-1-(2,2,2-trifluoroethyl)-1H-benzo[d]imidazole